ClC1=C(C=CC(=C1)F)CN1C(=NOC1=O)CC1=CC=C(C=C1)F 4-[(2-chloro-4-fluorophenyl)methyl]-3-[(4-fluorophenyl)methyl]-4,5-dihydro-1,2,4-oxadiazol-5-one